[Pd+2].C(C(=O)O)(=O)O.C(C(=O)O)(=O)O.[NH4+] ammonium di(oxalic acid) palladium